hydroxy-2-ethyl-2-hydroxy-propionate OCC(C(=O)[O-])(O)CC